O=C1NC2=CC=CN=C2C(=C1)C(=O)OCC ethyl 2-oxo-1,2-dihydro-1,5-naphthyridine-4-carboxylate